C(C1=CC=CC=C1)O[C@@H]1[C@H]([C@@H](O[C@@H]([C@H]1O)COCC1=CC=CC=C1)O[C@@H]1[C@@H](OCC=C)O[C@@H]([C@H]([C@@H]1OCC1=CC=CC=C1)OCC1=CC=CC=C1)COCC1=CC=CC=C1)NC(=O)OCC(Cl)(Cl)Cl Allyl [3,6-di-O-benzyl-2-deoxy-2-(2,2,2-trichloroethoxy)carbonylamino-β-D-glucopyranosyl]-(1→2)-3,4,6-tri-O-benzyl-α-D-mannopyranoside